4-((4-Benzyl chloro-5-(trifluoromethyl)pyrimidin-2-yl)amino)benzoate C(C1=CC=CC=C1)C1=NC(=NC(=C1C(F)(F)F)Cl)NC1=CC=C(C(=O)[O-])C=C1